3,4,5,5-tetrahydroxyvaleric acid OC(CC(=O)O)C(C(O)O)O